(4-(4-methoxyphenyl)piperazin-1-yl)methanone COC1=CC=C(C=C1)N1CCN(CC1)C=O